racemic-L-arginine N[C@@H](CCCNC(N)=N)C(=O)O |r|